O.O.O.[Al] trihydroxidoaluminium